tert-Butyl 3-(2-chloro-4-(trifluoromethoxy)phenyl)azetidine-1-carboxylate ClC1=C(C=CC(=C1)OC(F)(F)F)C1CN(C1)C(=O)OC(C)(C)C